FC(OC=1C(=CC2=C(N(C=N2)C2=CC=C(C(=N2)N2N=C(C=C2C)C#N)[C@H](C)O)C1)NC=1N=NC(=CC1)C)F 1-[6-[6-(difluoromethoxy)-5-[(6-methylpyridazin-3-yl)amino]benzimidazol-1-yl]-3-[(1S)-1-hydroxyethyl]-2-pyridinyl]-5-methyl-pyrazole-3-carbonitrile